(2E)-but-2-enedioic acid [(2S)-1-(4-{[(3-chloro-4-methoxyphenyl)methyl]amino}-5-{[(pyrimidin-2-yl)methyl]carbamoyl}pyrimidin-2-yl)pyrrolidin-2-yl]methyl-6-(nitrooxy)hexanoate ClC=1C=C(C=CC1OC)CNC1=NC(=NC=C1C(NCC1=NC=CC=N1)=O)N1[C@@H](CCC1)COC(CCCCCO[N+](=O)[O-])=O.C(\C=C\C(=O)O)(=O)O